(R)-1-(4-methoxyphenyl)-1-(4-pyridyl)-1-propanol COC1=CC=C(C=C1)[C@@](CC)(O)C1=CC=NC=C1